1-[2-((R)-3-Methyl-piperazin-1-yl)-acetyl]-2,3-dihydro-1H-indole-6-carboxylic acid dimethylamide CN(C(=O)C1=CC=C2CCN(C2=C1)C(CN1C[C@H](NCC1)C)=O)C